C(CC)C1=NC=CC=C1 2-propylpyridine